2-(difluoromethoxy)propan-1-amine FC(OC(CN)C)F